C[C@@H]1N(CCN(C1)C)[C@@H](C(=O)NC=1C=CC=C2C(=CNC12)C1=NC(=NC=C1F)NC=1C(=NN(C1)C)OCC)C (2R)-2-[(2S)-2,4-dimethylpiperazin-1-yl]-N-(3-{2-[(3-ethoxy-1-methyl-1H-pyrazol-4-yl)amino]-5-fluoropyrimidin-4-yl}-1H-indol-7-yl)propanamide